NC[C@@]1([C@@H]2CCN(C[C@H]12)C1=CN=C2C(=N1)NN=C2C2=CC(=C(C(=C2)F)CO)F)C2=C(C=CC=C2)F (4-(6-((1S,6R,7R)-7-(aminomethyl)-7-(2-fluorophenyl)-3-azabicyclo[4.1.0]heptan-3-yl)-1H-pyrazolo[3,4-b]pyrazin-3-yl)-2,6-difluorophenyl)methanol